C(#N)CCO[C@H](C(=O)N[C@H](C(=O)OC(C)C)CCC(C=[N+]=[N-])=O)CC1=CNC2=CC=CC=C12 isopropyl (S)-2-((S)-2-(2-cyanoethoxy)-3-(1H-indol-3-yl)propanamido)-6-diazo-5-oxohexanoate